ClC1=CC(=C(O[C@H](C(=O)OCC)CC2CC2)C=C1)C1=NOCC1OCCCC ethyl (2S)-2-[4-chloro-2-(4-butoxy-4,5-dihydroisoxazol-3-yl)phenoxy]-3-cyclopropylpropanoate